5-(4-Ethylphenylsulfonamido)-2-methylnaphtho[1,2-b]furan-3-carboxylic acid heptyl ester C(CCCCCC)OC(=O)C=1C2=C(OC1C)C1=CC=CC=C1C(=C2)NS(=O)(=O)C2=CC=C(C=C2)CC